lignoceric acid glycidyl ester C(C1CO1)OC(CCCCCCCCCCCCCCCCCCCCCCC)=O